1,5,7-Tri-azabicyclo[4.4.0]dec-5-en N12CCCN=C2NCCC1